(R)-1-(4-bromophenyl)-2,2,2-trifluoroethan-1-amine BrC1=CC=C(C=C1)[C@H](C(F)(F)F)N